3,5-bis[(methoxymethyl)oxy]4-isopropyl-benzaldehyde COCOC=1C=C(C=O)C=C(C1C(C)C)OCOC